[O-][Cr](=O)(=O)[O-].[Na+].[Na+] The molecule is an inorganic sodium salt consisting of sodium and chromate ions in a 2:1 ratio. It has a role as a carcinogenic agent, an oxidising agent, a poison and a diagnostic agent. It contains a chromate(2-).